C(CCC)C=1C=C(C=CC1C([C@H](C)OC(=O)N1C(NC(C1)C(=O)[O-])=O)(O)C1=C(C=C(C=C1)C1=CC=C(C=C1)C1CCCCC1)CCCC)C1=CC=C(C=C1)C1CCCCC1 (((((S)-1,1-bis(3-n-butyl-4'-cyclohexyl-[1,1'-biphenyl]-4-yl)-1-hydroxypropan-2-yl)) oxy) carbonyl)-2-oxoimidazolidine-4-carboxylate